C(C)(C)(C)C1=C(C(=C2CC(C(C2=C1)=O)C(C)C)C1=CC(=CC(=C1)C)C)OC 6-tert-butyl-2-isopropyl-5-methoxy-4-(3,5-dimethylphenyl)-indan-1-one